1-(2,6-diethylphenyl)-5-{[3-fluoro-4-(2-fluoro-3-methylpyridin-4-yl)phenyl]methyl}-6-hydroxy-2-[1-(propan-2-yl)-1H-pyrazol-3-yl]-1,4-dihydropyrimidin-4-one C(C)C1=C(C(=CC=C1)CC)N1C(=NC(C(=C1O)CC1=CC(=C(C=C1)C1=C(C(=NC=C1)F)C)F)=O)C1=NN(C=C1)C(C)C